Azido Hexanoate C(CCCCC)(=O)ON=[N+]=[N-]